(1r,3r)-3-((2-fluoro-6-(trifluoromethyl)pyridin-3-yl)oxy)cyclobutane-1-amine hydrochloride Cl.FC1=NC(=CC=C1OC1CC(C1)N)C(F)(F)F